The molecule is an adenosine 5'-phosphate and a purine ribonucleoside 5'-monophosphate. It has a role as an Escherichia coli metabolite. It derives from an adenosine 5'-monophosphate. It is a conjugate acid of a 2,3-dihydroxybenzoyl 5'-adenylate(1-). C1=CC(=C(C(=C1)O)O)C(=O)OP(=O)(O)OC[C@@H]2[C@H]([C@H]([C@@H](O2)N3C=NC4=C(N=CN=C43)N)O)O